2-amino-4-(2-pyrazinyl)pyridine NC1=NC=CC(=C1)C1=NC=CN=C1